NC1=CC=C(C=N1)C=1C=CC2=C(N(C(CC(=C2)C=2OC(=CN2)C)=O)CC2=CC=C(C=C2)OC)C1 8-(6-aminopyridin-3-yl)-1-(4-methoxybenzyl)-4-(5-methyloxazol-2-yl)-1,3-dihydro-2H-benzo[b]azepin-2-one